(2R)-2-methoxypropan-1-amine CO[C@@H](CN)C